n-butylammonium iodobenzoate IC1=C(C(=O)[O-])C=CC=C1.C(CCC)[NH3+]